N-(6-fluoropyridin-2-yl)benzenesulfonamide-1-d FC1=CC=CC(=N1)NS(=O)(=O)C1(CC=CC=C1)[2H]